2-(2,6-dioxopiperidin-3-yl)-5-((3-(cis-3-(3-methyl-4-(6-(piperazin-1-yl)quinoxalin-2-yl)-1H-pyrazol-1-yl)cyclobutyl)propyl)amino)isoindoline-1,3-dione O=C1NC(CCC1N1C(C2=CC=C(C=C2C1=O)NCCC[C@@H]1C[C@@H](C1)N1N=C(C(=C1)C1=NC2=CC=C(C=C2N=C1)N1CCNCC1)C)=O)=O